5-[3-[(5-Chloro-2-pyridyl)amino]phenyl]hexahydropyrimidine-2,4,6-trione ClC=1C=CC(=NC1)NC=1C=C(C=CC1)C1C(NC(NC1=O)=O)=O